CS(=O)(=O)C=1N=CC2=C(N1)N(C(C=C2C#C[Si](C(C)C)(C(C)C)C(C)C)=O)CC2COCC2 2-(Methylsulfonyl)-8-((tetrahydrofuran-3-yl)methyl)-5-((triisopropylsilyl)ethynyl)pyrido[2,3-d]pyrimidin-7(8H)-one